1-[4-(2-hydroxyethoxy)phenyl]-1-propanone OCCOC1=CC=C(C=C1)C(CC)=O